ClC(C1=NC(=NO1)C1=CC=C(CP(NC(C)C)(=O)C)C=C1)(F)F P-(4-(5-(chlorodifluoromethyl)-1,2,4-oxadiazol-3-yl)benzyl)-N-isopropyl-P-methylphosphinic amide